4-({2-[4-(3-Chloro-5-fluoropyridin-2-yl)cyclohexyl]ethyl}amino)piperidine-1-carboxamide ClC=1C(=NC=C(C1)F)C1CCC(CC1)CCNC1CCN(CC1)C(=O)N